P(OC1=C(C=CC=C1C(C)(C)C)C(C)(C)C)(OC1=C(C=CC=C1C(C)(C)C)C(C)(C)C)OC1=C(C=CC=C1C(C)(C)C)C(C)(C)C tris(2,6-di-tert-butylphenyl) phosphite